1-(5-fluoro-2-(trifluoromethoxy)phenyl)ethan-1-amine FC=1C=CC(=C(C1)C(C)N)OC(F)(F)F